C(C)(C)(C)C=1C(=NC(=NC1Cl)N=CN(C)C)Cl N'-(5-tert-butyl-4,6-dichloro-pyrimidin-2-yl)-N,N-dimethyl-formamidine